2-({[(9H-fluoren-9-yl)methoxy]carbonyl}[(1-methyl-1H-indol-5-yl)methyl]amino)acetic acid C1=CC=CC=2C3=CC=CC=C3C(C12)COC(=O)N(CC(=O)O)CC=1C=C2C=CN(C2=CC1)C